N-((R)-1-(3-cyano-5-fluorophenyl)ethyl)-2-methylpropane-2-sulfinamide C(#N)C=1C=C(C=C(C1)F)[C@@H](C)NS(=O)C(C)(C)C